C(C1=CC=CC=C1)OC1=CC=C(OC=2C=3N(C=C(C2)C2=NN=CN2C)C=NC3)C=C1 8-(4-benzyloxyphenoxy)-6-(4-methyl-1,2,4-triazol-3-yl)imidazo[1,5-a]pyridine